2-(2,4-dichloro-6,7-dihydropyrido[2,3-d]Pyrimidin-8(5H)-yl)-3-methylbutan-1-ol ClC=1N=C(C2=C(N1)N(CCC2)C(CO)C(C)C)Cl